2-((6-(4-aminopiperidin-1-yl)-3,5-dicyano-4-methoxypyridin-2-yl)sulfanyl)-2-phenylacetamide NC1CCN(CC1)C1=C(C(=C(C(=N1)SC(C(=O)N)C1=CC=CC=C1)C#N)OC)C#N